CSC1=NC=2N(C(=N1)C1=CSC3=C1C=CC=C3)N=CC2 2-methylthio-4-(benzothiophen-3-yl)pyrazolo[1,5-a][1,3,5]triazine